FC(C(=O)O)(F)F.N1N=CC(=C1)C1CN(CCO1)C1=NC(=NC=C1)C1=CN=C2SC(=CN21)C(F)(F)F 2-(1H-pyrazol-4-yl)-4-[2-[2-(trifluoromethyl)imidazo[2,1-b]thiazol-5-yl]pyrimidin-4-yl]morpholine (trifluoroacetate)